2-amino-5-hydroxy-6-methoxy-3-(3,4,5-trimethoxybenzoyl)benzofuran NC=1OC2=C(C1C(C1=CC(=C(C(=C1)OC)OC)OC)=O)C=C(C(=C2)OC)O